(2-methylaminophenyl)-methanol CNC1=C(C=CC=C1)CO